ClC=1C=C(C=CC1N1CCN(CC1)CC)C=1C=C(C2=CN(N=C2C1)C(C(=O)NC=1SC=CN1)C1=C2N(C=N1)C[C@@H](C2)F)F 2-(6-(3-Chloro-4-(4-ethylpiperazin-1-yl)phenyl)-4-fluoro-2H-indazol-2-yl)-2-((R)-6-fluoro-6,7-dihydro-5H-pyrrolo[1,2-c]imidazol-1-yl)-N-(thiazol-2-yl)acetamide